4-methyl-3-{6-[methyl(oxan-4-yl)amino]-4-(trifluoromethyl)pyridin-2-yl}-1-{[1-(propan-2-yl)-1H-pyrazol-4-yl]methyl}-1,3-dihydro-2H-imidazol-2-one CC=1N(C(N(C1)CC=1C=NN(C1)C(C)C)=O)C1=NC(=CC(=C1)C(F)(F)F)N(C1CCOCC1)C